(S)-2-bromo-N-(chroman-4-yl)benzo[d]thiazole-6-carboxamide BrC=1SC2=C(N1)C=CC(=C2)C(=O)N[C@H]2CCOC1=CC=CC=C21